C(C)(C)(C)OC(=O)N1[C@H]2CN(C[C@@H]1CC2)C=2C1=C(N=C(N2)Cl)C(=C(N=C1)Cl)Cl (1R,5S)-3-(2,7,8-trichloropyrido[4,3-d]pyrimidine-4-yl)-3,8-diazabicyclo[3.2.1]octane-8-carboxylic acid tert-butyl ester